1-(4-((4-bromo-2-fluorophenyl)sulfonyl)piperazin-1-yl)-2,2,2-trifluoroethan-1-one BrC1=CC(=C(C=C1)S(=O)(=O)N1CCN(CC1)C(C(F)(F)F)=O)F